N-(2-(1H-imidazol-4-yl)ethyl)-2-(1H-pyrrol-2-yl)quinazolin-4-amine N1C=NC(=C1)CCNC1=NC(=NC2=CC=CC=C12)C=1NC=CC1